C(C)(C)(C)C1N2C(C3=CC(=C(C=C3C1)C=1C=NC(=NC1)N1CC(CC1)C(=O)OCC)OC)=CC(C(=C2)C(=O)[O-])=O 6-tert-butyl-9-[2-(3-ethoxycarbonylpyrrolidin-1-yl) pyrimidin-5-yl]-10-methoxy-2-oxo-6,7-dihydro-2H-pyrido[2,1-a]isoquinoline-3-carboxylate